N-(4-{[5-fluoro-7-(2-methoxyethoxy)quinazolin-4-yl]amino}phenyl)-2-[4-(propan-2-yl)-1H-1,2,3-triazol-1-yl]acetamide p-toluenesulfonate CC1=CC=C(C=C1)S(=O)(=O)O.FC1=C2C(=NC=NC2=CC(=C1)OCCOC)NC1=CC=C(C=C1)NC(CN1N=NC(=C1)C(C)C)=O